N-{[4-(methoxymethyl)cyclohex-1-en-1-yl]methylidene}hydroxylamine COCC1CC=C(CC1)C=NO